2-((3-fluorophenyl)amino)-N-(3-(morpholine-4-carbonyl)phenyl)benzamide Ethyl-2-methyl-1-((2-(trimethylsilyl)ethoxy)methyl)-1H-thieno[2,3-d]imidazole-5-carboxylate C(C)OC(=O)C1=CC2=C(N=C(N2COCC[Si](C)(C)C)C)S1.FC=1C=C(C=CC1)NC1=C(C(=O)NC2=CC(=CC=C2)C(=O)N2CCOCC2)C=CC=C1